C1(CC1)C=1C=C(C=C(C1)N1C(C2=CC(=CC(=C2C1)F)CN[C@H](COC)C)=O)C1=C(C=C(C=C1)C#N)C1=NN=CN1C 3'-Cyclopropyl-5'-[4-fluoro-6-({[(2S)-1-methoxypropan-2-yl]amino}methyl)-1-oxo-3H-isoindol-2-yl]-2-(4-methyl-1,2,4-triazol-3-yl)-[1,1'-biphenyl]-4-carbonitrile